(1aS,7bR)-5-{2-[(Z)-3-(pyrrolidin-1-yl)prop-1-enyl]-4-fluorophenylsulfonylamino}-1,1a,2,7b-tetrahydro-cyclopropa[c]benzopyran-4-carboxylic acid N1(CCCC1)C\C=C/C1=C(C=CC(=C1)F)S(=O)(=O)NC1=C(C2=C([C@H]3[C@@H](CO2)C3)C=C1)C(=O)O